ClC1=NN2C(C(=N1)NC=1N=CN(C1)C1=CC(=CC=C1)F)=CC=C2 2-chloro-N-(1-(3-fluorophenyl)-1H-imidazol-4-yl)pyrrolo[2,1-f][1,2,4]triazin-4-amine